N-[3-(hydroxymethyl)-2-oxopyrrolidin-3-yl]-2-methyl-6-[(pyridin-2-yl)methoxy]-indolizine-3-carboxamide OCC1(C(NCC1)=O)NC(=O)C1=C(C=C2C=CC(=CN12)OCC1=NC=CC=C1)C